5,8-Dimethyl-indolizine CC=1N2C=CC=C2C(=CC1)C